C(C)(C)(C)OC(N[C@@H]1CN([C@@H](C1)CNC(=O)C=1NC2=CC(=CC=C2C1)C1=CC=C(C=C1)F)CC1=CC=CC=C1)=O ((3S,5S)-1-benzyl-5-((6-(4-fluorophenyl)-1H-indole-2-carboxamido)methyl)pyrrolidin-3-yl)carbamic acid tert-butyl ester